(S)-N-(7-chloro-6-(4-((3S,4S)-4-hydroxy-3-methyltetrahydrofuran-3-yl)piperazin-1-yl)isoquinolin-3-yl)-6-oxaspiro[2.5]octane-1-carboxamide ClC1=C(C=C2C=C(N=CC2=C1)NC(=O)[C@H]1CC12CCOCC2)N2CCN(CC2)[C@]2(COC[C@H]2O)C